dibenzyl ditelluride C(C1=CC=CC=C1)[Te][Te]CC1=CC=CC=C1